N-(2-Fluoro-2-methylpropyl)-5-(2-methyl-1-(tetrahydro-2H-pyran-4-yl)-1H-imidazo[4,5-b]pyridin-6-yl)pyrrolo[2,1-f][1,2,4]triazin-2-amine FC(CNC1=NN2C(C=N1)=C(C=C2)C=2C=C1C(=NC2)N=C(N1C1CCOCC1)C)(C)C